L-3,4,5-trifluorophenylalanine FC=1C=C(C[C@H](N)C(=O)O)C=C(C1F)F